2-methyl-1,3-butanediol dibenzoate C(C1=CC=CC=C1)(=O)OCC(C(C)OC(C1=CC=CC=C1)=O)C